O1C(=CC=C1)C=CC(=O)O.OCCCCCCCN1C(CCC1=O)=O N-hydroxyheptyl-succinimide 2-furanacrylate